(R)-N-((S)-1-(2-((tert-butyldimethylsilyl)oxy)ethoxy)-6,6,6-trifluorohexan-3-yl)-2-methylpropane-2-sulfinamide [Si](C)(C)(C(C)(C)C)OCCOCC[C@H](CCC(F)(F)F)N[S@](=O)C(C)(C)C